NC1=NC=CC2=CC(=CC=C12)CNC(C1=CN=C(C(=C1)Cl)OC1=C(C=CC=C1)C#N)=O N-((1-aminoisoquinolin-6-yl)methyl)-5-chloro-6-(2-cyanophenoxy)nicotinamide